C1=CC=CC=2C3=CC=CC=C3C(C12)COC(=O)N([C@@H](CC(=O)O)C(=O)N1COCC1)C (3S)-3-[9H-fluoren-9-ylmethoxycarbonyl(methyl)amino]-4-(1,3-oxazolidin-3-yl)-4-oxobutanoic acid